5-[3-[6-(trifluoromethyl)pyrazin-2-yl]oxyazetidin-1-yl]pyridazin-3-one FC(C1=CN=CC(=N1)OC1CN(C1)C1=CC(NN=C1)=O)(F)F